Cl.Cl.N1(CCC2=CC=CC=C12)CCCNC(C)C 3-(indolin-1-yl)-N-isopropylpropan-1-amine 2HCl